NC(C(=O)NCCC1=C(NC2=C(C=C(C=C12)F)F)C1=CC=C(C=C1)F)=C (2S)-2-amino-N-[2-[5,7-difluoro-2-(4-fluorophenyl)-1H-indol-3-yl]ethyl]propenamide